sodium hydroxypropyl palmitoyl-sulfonate C(CCCCCCCCCCCCCCC)(=O)S(=O)(=O)OCCCO.[Na]